7,7-dimethyl-2-(methylthio)furo[3,4-d]pyrimidin-5(7H)-one CC1(OC(C2=C1N=C(N=C2)SC)=O)C